(7-amino-5-((3S)-2-((R)-3-cyclohexyl-2-(4-(methylsulfonyl)benzamido)propanoyl)-2-azabicyclo[2.2.1]Heptane-3-carboxamido)-6-hydroxy-7-oxoheptyl)carbamic acid benzyl ester C(C1=CC=CC=C1)OC(NCCCCC(C(C(=O)N)O)NC(=O)[C@H]1N(C2CCC1C2)C([C@@H](CC2CCCCC2)NC(C2=CC=C(C=C2)S(=O)(=O)C)=O)=O)=O